5-(1-(2-(4-fluorophenyl)imidazo[1,2-a]pyridine-3-carbonyl)piperidin-4-yl)-N-(2-methoxyethyl)-N-methylpyrimidine-2-carboxamide FC1=CC=C(C=C1)C=1N=C2N(C=CC=C2)C1C(=O)N1CCC(CC1)C=1C=NC(=NC1)C(=O)N(C)CCOC